(1-methyl-3,4-dihydro-isoquinolin-2(1H)yl)methanone CC1N(CCC2=CC=CC=C12)C=O